COC(CCC(C=1OC2=C(N1)C=CC=C2)(F)F)=O 4,4-difluoro-4-(benzoxazol-2-yl)butanoic acid methyl ester